tert-butyl 3-{2-[2-(2-{3-[2-(2-{2-[3-(tert-butoxy)-3-oxopropoxy]-ethoxy}ethoxy)ethoxy]-5-[(1,3-dioxoisoindol-2-yl)methyl]phenoxy}ethoxy)ethoxy]ethoxy}-propanoate C(C)(C)(C)OC(CCOCCOCCOCCOC=1C=C(OCCOCCOCCOCCC(=O)OC(C)(C)C)C=C(C1)CN1C(C2=CC=CC=C2C1=O)=O)=O